ClCCCC(C(=O)OCC1=CC=CC=C1)C(O)C=1C=NC(=CC1)F benzyl 5-chloro-2-((6-fluoropyridin-3-yl)(hydroxy)methyl)pentanoate